O=C1NC=C(C(N1)=O)C1=CC=C2C(=CNC2=C1)C1=NC(=NC=C1C(F)(F)F)N[C@@H]1CN(CCC1)C(=O)OC(C)(C)C tert-butyl (3S)-3-[[4-[6-(2,4-dioxo-1H-pyrimidin-5-yl)-1H-indol-3-yl]-5-(trifluoromethyl)pyrimidin-2-yl]amino]piperidine-1-carboxylate